F[C@H]1C[C@H](N(C1)C(CN1CCC(CC1)OC1=CC=NC2=CC=C(C=C12)OC)=O)C#N (2S,4S)-4-Fluoro-1-(2-(4-((6-methoxychinolin-4-yl)oxy)piperidin-1-yl)acetyl)pyrrolidin-2-carbonitril